2-(3-{[2-(fluoro-methoxy)-4-methane-sulfonylphenyl]amino}prop-1-yn-1-yl)-N-[(1R,4R)-4-(morpholin-4-yl)cyclohexyl]-1-(2,2,2-trifluoroethyl)-1H-indol-4-amine FCOC1=C(C=CC(=C1)S(=O)(=O)C)NCC#CC=1N(C=2C=CC=C(C2C1)NC1CCC(CC1)N1CCOCC1)CC(F)(F)F